FC1=CC=C(C=C1)C1=C(N(C=N1)CC(F)(F)F)C=1NC=C(N1)C(=O)O 5'-(4-fluorophenyl)-3'-(2,2,2-trifluoroethyl)-1H,3'H-[2,4'-biimidazole]-4-carboxylic acid